CC=1C(=NC=C(C1)C)N1CCN(CC1)C(=O)C1=C(C=C(C=C1)[C@@]1(C(NC(N1)=O)=O)C)F (R)-5-{4-[4-(3,5-dimethylpyridin-2-yl)piperazine-1-carbonyl]-3-fluorophenyl}-5-methylimidazolidine-2,4-dione